FC(C(=O)O)(F)F.FC(C(=O)O)(F)F.FC(C(=O)O)(F)F.N1CCC(CC1)C(=O)OC(C(CCCC)NC([C@@H](CCCCCF)NC([C@@H](CC1=CC=CC=C1)N)=O)=O)=O [2-[[(2R)-2-[[(2R)-2-amino-3-phenyl-propionyl] amino]-7-fluoro-heptanoyl] amino] hexanoyl] piperidine-4-carboxylate tritrifluoroacetate salt